CN1C2=C(OC[C@@H](C1=O)NC(=O)C1=NNC3=C1CN(CC3)CC(F)(F)F)C=CC=C2 (S)-N-(5-methyl-4-oxo-2,3,4,5-tetrahydrobenzo[b][1,4]oxazepin-3-yl)-5-(2,2,2-trifluoroethyl)-4,5,6,7-tetrahydro-1H-pyrazolo[4,3-c]pyridine-3-carboxamide